(R)-octan-3-ol CC[C@H](CCCCC)O